(R)-6-acetyl-3-(4-chlorophenyl)-2-((S)-1-(4-chlorophenyl)ethyl)-3-((1-(hydroxymethyl)cyclopropyl)methoxy)isoindolin-1-one C(C)(=O)C1=CC=C2[C@](N(C(C2=C1)=O)[C@@H](C)C1=CC=C(C=C1)Cl)(OCC1(CC1)CO)C1=CC=C(C=C1)Cl